FC1=CC(=NN1C)NC1=NN2C(C=C(C=C2)C2=CC(=NC=C2OC2C[C@@H]3COC[C@H](C2)N3)C)=C1 N-(5-fluoro-1-methyl-pyrazol-3-yl)-5-[2-methyl-5-[[(1S,5R,7s)-3-oxa-9-azabicyclo[3.3.1]nonan-7-yl]oxy]-4-pyridyl]pyrazolo[1,5-a]pyridin-2-amine